2-(2-isopropylphenyl)-9-(4-(4-((methylsulfonyl)methyl)-1H-1,2,3-triazol-1-yl)benzyl)-7,9-dihydro-8H-purin-8-one C(C)(C)C1=C(C=CC=C1)C1=NC=C2NC(N(C2=N1)CC1=CC=C(C=C1)N1N=NC(=C1)CS(=O)(=O)C)=O